ClC=1C=C(C=C(C1)S(=O)(=O)C)NC(=O)C1=CN(C(=C1)C)C1=NC=C(C=C1)N1CCS(CC1)(=O)=O N-(3-chloro-5-(methylsulfonyl)phenyl)-1-(5-(1,1-dioxothiomorpholinyl)pyridin-2-yl)-5-methyl-1H-pyrrole-3-carboxamide